vanadium 3,5-di-tert-butylsalicylate C(C)(C)(C)C1=C(C(C(=O)[O-])=CC(=C1)C(C)(C)C)O.[V+5].C(C)(C)(C)C1=C(C(C(=O)[O-])=CC(=C1)C(C)(C)C)O.C(C)(C)(C)C1=C(C(C(=O)[O-])=CC(=C1)C(C)(C)C)O.C(C)(C)(C)C1=C(C(C(=O)[O-])=CC(=C1)C(C)(C)C)O.C(C)(C)(C)C1=C(C(C(=O)[O-])=CC(=C1)C(C)(C)C)O